ClC=1N=C(N2N=C(N=CC21)N[C@H]2[C@@H](COCC2)O)C2(CC2)CC (3S,4R)-4-{[5-chloro-7-(1-ethylcyclopropyl)imidazo[4,3-f][1,2,4]triazin-2-yl]amino}oxan-3-ol